C1(CC1)C1=NC2=C(N1)C=CC(=C2F)I 2-cyclopropyl-4-fluoro-5-iodo-1H-benzo[d]imidazole